C(C)(C)(C)C1=CC=C(C=C1)CC(C=O)C 3-(4-t-butylphenyl)-2-methyl-propanal